[2-amino-4-(trifluoromethoxy)phenyl]-[4-[2-[(3S)-tetrahydrofuran-3-yl]oxy-5H-pyrrolo[2,3-b]pyrazin-7-yl]-1-piperidyl]methanone NC1=C(C=CC(=C1)OC(F)(F)F)C(=O)N1CCC(CC1)C1=CNC2=NC=C(N=C21)O[C@@H]2COCC2